N-[(3R)-1-[4-ethoxy-5-(2-methylpyrazolo[1,5-a]pyridin-5-ylcarbamoyl)pyrimidin-2-yl]pyrrolidin-3-yl]-N-methylcarbamic acid tert-butyl ester C(C)(C)(C)OC(N(C)[C@H]1CN(CC1)C1=NC=C(C(=N1)OCC)C(NC1=CC=2N(C=C1)N=C(C2)C)=O)=O